C(C)OC(=O)C1(CCCCC1)CN.ClC(SN1C(C=2C(C1=O)=CC=CC2)=O)(Cl)Cl N-[(trichloromethyl)thio]phthalimide ethyl-1-(aminomethyl)cyclohexane-1-carboxylate